N-[4-(2-amino-3-chloropyridin-4-yl)oxy-3-fluorophenyl]-5-(4-fluorophenyl)-4-oxo-1H-pyridine-3-carboxamide NC1=NC=CC(=C1Cl)OC1=C(C=C(C=C1)NC(=O)C1=CNC=C(C1=O)C1=CC=C(C=C1)F)F